7-amino-3-cyclopropyl-N-(2-fluoro-2-methyl-propyl)-1-methoxy-7,8-dihydro-6H-cyclopenta[g]isoquinoline-5-sulfonamide NC1CC=2C(=C(C=3C=C(N=C(C3C2)OC)C2CC2)S(=O)(=O)NCC(C)(C)F)C1